2-(2-(((5-chloro-2-(1H-tetrazol-1-yl) phenyl) amino)-2-oxoacetylamino)-3-(4-(3-(methylsulfonyl) ureido) phenyl) propionamido)-1H-indole-1,2-dicarboxylate ClC=1C=CC(=C(C1)NN(C(C(=O)NC1(N(C2=CC=CC=C2C1)C(=O)[O-])C(=O)[O-])CC1=CC=C(C=C1)NC(=O)NS(=O)(=O)C)C(C=O)=O)N1N=NN=C1